N[C@H]1CN(CCC1)C(=O)[O-] (3R)-3-aminopiperidine-1-carboxylate